Methyl 2-(1-cyclopentyl-1H-pyrazol-4-yl)-5-nitrobenzoate C1(CCCC1)N1N=CC(=C1)C1=C(C(=O)OC)C=C(C=C1)[N+](=O)[O-]